3-methyl-5-(N-(3-(thiophen-3-yl)phenethyl)sulfamoyl)benzofuran-2-carboxylic acid ethyl ester C(C)OC(=O)C=1OC2=C(C1C)C=C(C=C2)S(NCCC2=CC(=CC=C2)C2=CSC=C2)(=O)=O